tert-Butyl 6-(difluoromethyl)-8-hydroxy-3,4-dihydroisoquinoline-2(1H)-carboxylate FC(C=1C=C2CCN(CC2=C(C1)O)C(=O)OC(C)(C)C)F